C1(=CC=CC=C1)N1C2=C(C=C1)N(C=C2)C2=CC=CC=C2 1,4-bis(phenyl)-1,4-dihydropyrrolo[3,2-b]pyrrole